N1N=CC2=C(C=CC=C12)CN1CCC2(CC1)COC1=CC=3C(N(CC3C=C12)C1C(NC(CC1)=O)=O)=O 3-(1'-((1H-indazol-4-yl)methyl)-7-oxo-5,7-dihydro-2H,6H-spiro[furo[2,3-f]isoindole-3,4'-piperidin]-6-yl)piperidine-2,6-dione